N-(5-chloronaphth-1-yl)acetamide ClC1=C2C=CC=C(C2=CC=C1)NC(C)=O